(4-hydroxyphenyl)-4-(4-methoxyphenyl)-7-methoxy-8-methyl-chroman OC1=CC=C(C=C1)C1OC2=C(C(=CC=C2C(C1)C1=CC=C(C=C1)OC)OC)C